C(C)(C)(C)OC(=O)N1C[C@@H](CCC1)NC1=C(C=NC=C1)N (R)-3-((3-aminopyridin-4-yl)amino)piperidine-1-carboxylic acid tert-butyl ester